4-fluoro-2-(1-((3-(1-(2-hydroxyethyl)-1H-1,2,3-triazol-4-yl)imidazo[1,2-b]pyridazin-6-yl)amino)cyclopropyl)phenol FC1=CC(=C(C=C1)O)C1(CC1)NC=1C=CC=2N(N1)C(=CN2)C=2N=NN(C2)CCO